FC(CCCCCB(O)O)(F)F 6,6,6-TRIFLUOROHEXANEBORONIC ACID